6-Cyclopropyl-2-(piperidin-4-yl)-1,3-benzoxazole, hydrochloride Cl.C1(CC1)C1=CC2=C(N=C(O2)C2CCNCC2)C=C1